2-{4-[3-(Aminomethyl)azetidin-1-yl]-5-(3-fluoro-5-methylphenyl)pyridin-3-yl}-6-fluoro-1H-1,3-benzodiazol-5-carbonitril NCC1CN(C1)C1=C(C=NC=C1C1=CC(=CC(=C1)C)F)C1=NC2=C(N1)C=C(C(=C2)C#N)F